F[C@@H]1[C@@H](C(CN(C1)C1=NC=CC(=N1)NC=1N=CC2=C(C=CC(=C2C1)F)N1[C@@H]([C@H](C1)CS(=O)(=O)C)C)(C)C)O (4R,5S)-5-fluoro-1-[4-({5-fluoro-8-[(2R,3S)-3-(methanesulfonylmeth-yl)-2-methylazetidin-1-yl]isoquinolin-3-yl}amino)pyrimidin-2-yl]-3,3-dimethylpiperidin-4-ol